furan-2-yl[6-(5-methoxy-1,2,3-benzotriazol-1-yl)-2-(methylsulfanyl)pyrimidin-4-yl]methanol O1C(=CC=C1)C(O)C1=NC(=NC(=C1)N1N=NC2=C1C=CC(=C2)OC)SC